[(2R,4S)-4-(1H-Pyrazol-1-ylmethyl)-pyrrolidin-2-yl]methyloxyl-7-oxo-6-(sulfooxy)-1,6-diazabicyclo[3.2.1]octan-2-carboxamid N1(N=CC=C1)C[C@H]1C[C@@H](NC1)COC1(N2C(N(C(CC1)C2)OS(=O)(=O)O)=O)C(=O)N